BrCCOC1=C(C=C(C=C1)Cl)F 1-(2-bromoethoxy)-4-chloro-2-fluorobenzene